1-[4-Fluoro-3-(7-morpholin-4-yl-quinazolin-4-yl)-phenyl]-1-thiazol-2-ylethanol FC1=C(C=C(C=C1)C(C)(O)C=1SC=CN1)C1=NC=NC2=CC(=CC=C12)N1CCOCC1